4-oxo-2,6-heptanediol O=C(CC(C)O)CC(C)O